(S)-2,2-Difluoro-2'-(5-fluoropyridin-2-yl)-3'-(1H-pyrazolo[3,4-b]pyridin-4-yl)-4',5'-dihydro-7'H-spiro[cyclopropane-1,6'-pyrazolo[1,5-a]pyridine] FC1(C[C@]12CCC=1N(C2)N=C(C1C1=C2C(=NC=C1)NN=C2)C2=NC=C(C=C2)F)F